((S)-5-hydroxy-5-(methoxymethyl)cyclopent-1-en-1-yl)((1S,3R)-3-isopropyl-1-methyl-2-methylenecyclopentyl)methanone O[C@]1(CCC=C1C(=O)[C@@]1(C([C@H](CC1)C(C)C)=C)C)COC